8-((4,4-difluorocyclohexyl)methoxy)quinoline-3-carboxylic acid FC1(CCC(CC1)COC=1C=CC=C2C=C(C=NC12)C(=O)O)F